(1R,2S)-2-(3-{[5-(Cyclopropanesulfonyl)-3-methoxypyridin-2-yl]amino}-1H-indazol-6-yl)-5'-methoxyspiro[cyclopropane-1,3'-indol]-2'(1'H)-one C1(CC1)S(=O)(=O)C=1C=C(C(=NC1)NC1=NNC2=CC(=CC=C12)[C@@H]1C[C@@]12C(NC1=CC=C(C=C21)OC)=O)OC